CC=1C(=NOC1C)NS(=O)(=O)C=1C(=CC=CC1)C1=C(C=CC=C1)COCC N-(4,5-dimethylisoxazol-3-yl)-2'-(ethoxymethyl)-[1,1'-biphenyl]-2-sulfonamide